C1(OCC12CNCCC2)C(=O)O 2-oxa-6-azaspiro[3.5]nonanoic acid